tert-butyl (2-aminoethyl)(methyl)carbamate NCCN(C(OC(C)(C)C)=O)C